C1(CC1)CN1C(=CC=2C1=NC(=CC2)N2CCOCC2)C(=O)OCC Ethyl 1-(cyclopropylmethyl)-6-(morpholin-4-yl)-1H-pyrrolo[2,3-b]pyridine-2-carboxylate